ethyl 2-bromo-2-(2-bromo-5-methyl-1,3-thiazol-4-yl)acetate BrC(C(=O)OCC)C=1N=C(SC1C)Br